CN1N=C2C(NC(C(=C2N[C@@H](C)C2=CC=CC=C2)C2=NC3=C(N2)C=C(C=C3)N3CCN(CC3)C)=O)=C1 (S)-2-methyl-6-(6-(4-methylpiperazin-1-yl)-1H-benzo[d]imidazol-2-yl)-7-((1-phenylethyl)amino)-2H-pyrazolo[4,3-b]pyridin-5(4H)-one